FC[C@@H](CO)NC(=O)C=1C(N(N=C(C1)C1=CC=C(C=C1)C(F)(F)F)C=1C=NC=CC1)=O N-[(2R)-1-Fluoro-3-hydroxypropan-2-yl]-3-oxo-2-(pyridin-3-yl)-6-[4-(trifluoromethyl)phenyl]-2,3-dihydropyridazine-4-carboxamide